C(=O)(OC(C)(C)C)N([C@@H](C)C(=O)O)C=1C2=CC=CC=C2C=C2C=CC=CC12 Boc-(9-anthracenyl)alanine